4,4''-Di-10H-phenoxazin-10-yl[1,1':2',1''-terphenyl]-4',5'-dicarbonitrile C1=CC=CC=2OC3=CC=CC=C3N(C12)C1=CC=C(C=C1)C=1C(=CC(=C(C1)C#N)C#N)C1=CC=C(C=C1)N1C2=CC=CC=C2OC=2C=CC=CC12